N-(2-chloro-4-(trifluoromethyl)phenyl)-1-(5-cyano-4-iodo-1H-pyrazol-1-yl)cyclobutane-1-Formamide ClC1=C(C=CC(=C1)C(F)(F)F)NC(=O)C1(CCC1)N1N=CC(=C1C#N)I